[Cl-].C(C(=C)C)(=O)OCCC[N+](C)(C)C 3-(methacryloyloxy)propyltrimethylammonium chloride